BrC=1C=C(C2=CN(N=C2C1C)C(C(=O)[C@H]1N(C[C@@H](C1)F)C(=O)OC(C)(C)C)C(=O)OCC)C tert-butyl (2S,4R)-2-(2-(6-bromo-4,7-dimethyl-2H-indazol-2-yl)-3-ethoxy-3-oxopropanoyl)-4-fluoropyrrolidine-1-carboxylate